(S)-2-oxo-pyrrolidin-3-amine O=C1NCC[C@@H]1N